FC(C1=NC(=CC(=C1)C=1C=NN(C1)C1=C(C=C(C=C1)NS(=O)(=O)CCO)N1CCC2(CC2)CC1)N1CCC(CC1)(F)F)F N-(4-(4-(2-(difluoromethyl)-6-(4,4-difluoropiperidin-1-yl)pyridin-4-yl)-1H-pyrazol-1-yl)-3-(6-azaspiro[2.5]octan-6-yl)phenyl)-2-hydroxyethane-1-sulfonamide